C=C1C(C1)C(=O)N (methyl-yl)cyclopropanecarboxamide